O=C1NC(CCC1NC1=CC=C(C=C1)C1CN(C1)C(=O)OC(C)(C)C)=O tert-butyl 3-[4-[(2,6-dioxo-3-piperidyl)amino]phenyl]azetidine-1-carboxylate